Anti-2-[18F]fluoro-1-amino-cyclopentanecarboxylic acid [18F]C1C(CCC1)(C(=O)O)N